C1(CCC1)CN1CC(C1)OC1=CC(=C(C(=C1)F)[C@H]1N([C@@H](CC2=C1NC1=CC=CC=C21)C)CC(C)(C)F)F (1R,3R)-1-[4-[1-(cyclobutylmethyl)azetidin-3-yl]oxy-2,6-difluoro-phenyl]-2-(2-fluoro-2-methyl-propyl)-3-methyl-1,3,4,9-tetrahydropyrido[3,4-b]indole